5-(3-(2,4-difluoro-3-(propylsulfonylamino)benzoyl)-1-(tetrahydro-2H-pyran-2-yl)-1H-pyrazolo[3,4-b]pyridin-5-yl)pyrimidine-2-carboxylic acid methyl ester COC(=O)C1=NC=C(C=N1)C=1C=C2C(=NC1)N(N=C2C(C2=C(C(=C(C=C2)F)NS(=O)(=O)CCC)F)=O)C2OCCCC2